NC1=C2C(=NC=N1)N(N=C2C2=CC=C(C=C2)NC(=O)NC2=CC=C(C=C2)C(C(C(F)(F)F)(F)F)(F)F)C(C)C 1-(4-(4-Amino-1-isopropyl-1H-pyrazolo[3,4-d]pyrimidin-3-yl)phenyl)-3-(4-(perfluoropropyl)phenyl)urea